(Z)-3,7-Dimethyl-2,6-octadienyl hexanoate C(CCCCC)(=O)OC\C=C(/CCC=C(C)C)\C